4-(3-hydroxy-3-methyl-but-1-ynyl)-3-(5-isopropyl-1,3,4-oxadiazol-2-yl)-2,6-dimethyl-1H-pyrrolo[2,3-c]pyridin-7-one OC(C#CC=1C2=C(C(N(C1)C)=O)NC(=C2C=2OC(=NN2)C(C)C)C)(C)C